N-(3-(2-chloro-3-(3-(((S)-1-carboxyethyl)amino)propoxy)phenyl)anilino)benzisothiazole ClC1=C(C=CC=C1OCCCN[C@@H](C)C(=O)O)C=1C=C(NN2SC3=C(C2)C=CC=C3)C=CC1